C(C=C)(=O)N1CCC(CC1)N1C(NC=2C(=NC=3C(=C(C(=CC3C21)Cl)C2=CC(=CC1=CC=CC=C21)O)F)OC[C@H]2N(CCC2)C)=O 1-(1-acryloylpiperidin-4-yl)-8-chloro-6-fluoro-7-(3-hydroxynaphthalen-1-yl)-4-(((S)-1-methylpyrrolidin-2-yl)methoxy)-1,3-dihydro-2H-imidazo[4,5-c]quinolin-2-one